4-(4-((3-(2,4-dioxotetrahydropyrimidin-1(2H)-yl)pyridin-4-yl)methyl)piperazin-1-yl)-N-(4-methyl-3-((4-(pyridin-3-yl)pyrimidin-2-yl)amino)phenyl)benzamide O=C1N(CCC(N1)=O)C=1C=NC=CC1CN1CCN(CC1)C1=CC=C(C(=O)NC2=CC(=C(C=C2)C)NC2=NC=CC(=N2)C=2C=NC=CC2)C=C1